NC1=C(C=C(C=C1)OCCN1CCOCC1)NC(C1=CC(=CC=C1)NC1=NC=C(C=N1)C=1N=NC=CC1)=O N-(2-amino-5-(2-morpholinoethoxy)phenyl)-3-((5-(pyridazin-3-yl)pyrimidin-2-yl)amino)benzamide